(Z)-5-((1H-indol-3-yl)methylene)-2-((4-butylphenyl)amino)thiazol N1C=C(C2=CC=CC=C12)\C=C/1\C=NC(S1)NC1=CC=C(C=C1)CCCC